Cl.C(C)N(CCCCOC1=CC=C(C=C1)C=1OC2=C(C(=CC=C2C(C1)=O)O)O)CC1=C(C=CC=C1)OC 2-(4-(4-(ethyl(2-methoxybenzyl)amino)butoxy)phenyl)-7,8-dihydroxy-4H-chromen-4-one hydrochloride